N-(2-nitrophenyl)oxetan-3-amine [N+](=O)([O-])C1=C(C=CC=C1)NC1COC1